vinylidenebis[N,N-bis(t-butyldimethylsilyl)aniline] C(=C)(C1=C(N([Si](C)(C)C(C)(C)C)[Si](C)(C)C(C)(C)C)C=CC=C1)C1=C(N([Si](C)(C)C(C)(C)C)[Si](C)(C)C(C)(C)C)C=CC=C1